2-(Morpholin-4-yl)Ethyl-4-{[6-(5-Chloro-2-Fluorophenyl)Pyridazin-4-yl]Amino}Chinolin-7-Carboxylat N1(CCOCC1)CCOC(=O)C1=CC=C2C(=CC=NC2=C1)NC1=CN=NC(=C1)C1=C(C=CC(=C1)Cl)F